FC1=CC=CC=2N(C(=NC21)C2=NON=C2C)CC=2C=NC(=NC2)C#N 5-[[4-fluoro-2-(4-methyl-1,2,5-oxadiazol-3-yl)benzimidazol-1-yl]methyl]pyrimidine-2-carbonitrile